C(C=C)(=O)NC=1C(=CC(=C(C1)NC1=NC=C(C(=N1)N1CC(C2=NC(=CC=C21)F)(C)C)C(=O)OC(C)C)OC)N(C)CCN(C)C isopropyl 2-((5-acrylamido-4-((2-(dimethylamino)ethyl)(methyl)amino)-2-methoxy-phenyl)amino)-4-(5-fluoro-3,3-dimethyl-2,3-dihydro-1H-pyrrolo[3,2-b]pyridin-1-yl)pyrimidine-5-carboxylate